3-({[(1R)-5-[(4-ethylphenyl)(methyl)amino]-2,3-dihydro-1H-inden-1-yl]methyl}amino)pyridine-4-carboxylic acid methyl ester COC(=O)C1=C(C=NC=C1)NC[C@@H]1CCC2=CC(=CC=C12)N(C)C1=CC=C(C=C1)CC